NC(C)S(=O)(=O)OC(C)CCCCCCCCCCCCCC.[Na] sodium 2-hexadecyl aminoethanesulfonate